NC1=C(SC2=NC(=C(C(=C21)C)Cl)OC)C(=O)NC2CC2 3-amino-5-chloro-N-cyclopropyl-6-methoxy-4-methyl-thieno[2,3-b]pyridine-2-carboxamide